O.P(=O)(O)(O)[O-].[Na+] Sodium Dihydrogen Phosphate Monohydrat